aluminum zirconium-silicon-aluminum [Al].[Si].[Zr].[Al]